5-(8-chloroimidazo[1,5-a]pyrazin-3-yl)tetrahydro-2H-pyran-2-carboxylic acid ethyl ester C(C)OC(=O)C1OCC(CC1)C1=NC=C2N1C=CN=C2Cl